tert-Butyl 4-(2-methoxy-2-oxoethyl)piperidine-1-carboxylate COC(CC1CCN(CC1)C(=O)OC(C)(C)C)=O